BrC1=CC(=C2N(C1=O)C1(CCN(CC1)C)NC2=O)Cl 6-bromo-8-chloro-1'-methyl-spiro[2H-imidazo[1,5-a]pyridine-3,4'-piperidine]-1,5-dione